N1CCC(CC1)C(=O)OC1=C(C(=CC=C1F)CC)C(C)S(=O)(=O)C1=CC=C(C=C1)S(=O)(=O)N(C)C ethyl-(2-(1-((4-(N,N-dimethylaminosulfonyl) phenyl) sulfonyl) ethyl)-6-fluorophenyl) piperidine-4-carboxylate